C1(CCCCCCC\C=C/CCCCCCCCO1)=O (Z)-18-octadec-9-enelactone